O1CCC(CC1)NCC=1C=C2C=C(N(C2=CC1)CC(F)(F)F)C#CCNC=1C=CC(=NC1)C(=O)NC1COC1 5-{[3-(5-{[(oxan-4-yl)amino]methyl}-1-(2,2,2-trifluoroethyl)-1H-indol-2-yl)prop-2-yn-1-yl]amino}-N-(oxetan-3-yl)pyridine-2-carboxamide